C(N)(=O)[C@H](C)NC1=NC(=CC=C1[C@H]1CC2(CC(C2)(F)F)CCN1CC1=C2C=CN(C2=C(C=C1OC)C)C(=O)OC(C)(C)C)C(=O)OC tert-butyl 4-(((6R)-6-(2-(((1S)-1-carbamoylethyl)amino)-6-(methoxycarbonyl)pyridin-3-yl)-2,2-difluoro-7-azaspiro[3.5]nonan-7-yl)methyl)-5-methoxy-7-methylindole-1-carboxylate